N[C@H]1CCC2=CC(=CC=C12)N1C(=NC=2C1=NC(=CC2C#N)N2N=CC=C2)C=2C(=NC=CC2)N (S)-3-(1-amino-2,3-dihydro-1H-inden-5-yl)-2-(2-aminopyridin-3-yl)-5-(1H-pyrazol-1-yl)-3H-imidazo[4,5-b]pyridine-7-carbonitrile